CC1=C(C=NC=2OCCNC21)NC2=C(C(NC=C2)=O)C(=O)NC2=CC=C1CCCNC1=C2 4-((8-methyl-2,3-dihydro-1H-pyrido[2,3-b][1,4]oxazin-7-yl)amino)-2-oxo-N-(1,2,3,4-tetrahydroquinolin-7-yl)-1,2-dihydropyridine-3-carboxamide